4-(2-((5-(pyridin-4-yl)-thiazolo[5,4-b]pyridin-2-yl)amino)pyridin-4-yl)morpholin-3-one N1=CC=C(C=C1)C1=CC=C2C(=N1)SC(=N2)NC2=NC=CC(=C2)N2C(COCC2)=O